N-[(1R)-1-[3-[[(2R)-2,3-Dihydroxypropyl]carbamoyl]phenyl]ethyl]-2-methyl-5-(4-methylpiperazin-1-yl)benzamide hydrochloride salt Cl.O[C@H](CNC(=O)C=1C=C(C=CC1)[C@@H](C)NC(C1=C(C=CC(=C1)N1CCN(CC1)C)C)=O)CO